C(CCCCCC(=O)OC(CCCCCC=C)CCCCCC=C)(=O)OCC(COC(NCCN1CCCC1)=O)COC(CCCCCC(=O)OC(CCCCCC=C)CCCCCC=C)=O O1-[2-[[7-(1-hept-6-enyloct-7-enoxy)-7-oxo-heptanoyl]oxymethyl]-3-(2-pyrrolidin-1-ylethylcarbamoyloxy)propyl] O7-(1-hept-6-enyloct-7-enyl) heptanedioate